CC(CCC)N1C(C2C34C5CC(=CCC5C(C2CC1)C4)C3)=O 4-(1-methylbutyl)-4-aza-pentacyclo[10.2.1.11,8.02,7.09,14]-11-hexadecene-3-one